N-acetyl-Carbazole CC(=O)N1C2=CC=CC=C2C3=CC=CC=C31